(5-amino-7-bromo-3-cyclopropyl-2-methylindazol-6-yl)(2-chloro-5-fluorophenyl)methanone NC1=CC2=C(N(N=C2C(=C1C(=O)C1=C(C=CC(=C1)F)Cl)Br)C)C1CC1